N-methyl-5-(3-((8-methyl-6-oxo-7-(trifluoromethyl)-5,6-dihydro-1,5-naphthyridin-3-yl)methyl)-3,8-diazabicyclo[3.2.1]oct-8-yl)pyridineamide CNC(=O)C1=NC=C(C=C1)N1C2CN(CC1CC2)CC=2C=NC=1C(=C(C(NC1C2)=O)C(F)(F)F)C